benzenesulfonic acid, diphenylmethylsulfonium salt C1(=CC=CC=C1)C(C1=CC=CC=C1)[SH2+].C1(=CC=CC=C1)S(=O)(=O)[O-]